(R)-N-(5-(1-methyl-4-((pyrrolidin-3-yloxy)methyl)-1H-pyrazol-5-yl)pyrazolo[1,5-a]pyridin-2-yl)cyclopropanecarboxamide CN1N=CC(=C1C1=CC=2N(C=C1)N=C(C2)NC(=O)C2CC2)CO[C@H]2CNCC2